N-pent-4-enyl-7,8-dimethylquinazolinone C(CCC=C)N1C(N=CC2=CC=C(C(=C12)C)C)=O